ClC=1C=C(C=C(C1O)Cl)C(=O)N1C2=C(S(C3(CC3)C1)=O)C=CC=C2 (3,5-dichloro-4-hydroxyphenyl)(1-oxospiro[benzo[b][1,4]thiazine-2,1'-cyclopropane]-4(3H)-yl)methanone